2-methyl-4'-(trifluoromethyl)-[1,1'-biphenyl] CC1=C(C=CC=C1)C1=CC=C(C=C1)C(F)(F)F